thionopaline NC(=N)NCCCC(C(=S)O)NC(C(=O)O)CCC(=O)O